CO[C@H](C)C[C@@H]([C@H](CC=C)C)S(=O)(=O)N(CC1=CC=C(C=C1)OC)CC1=CC=C(C=C1)OC [2R,4S,5S]-2-methoxy-N,N-bis(4-methoxybenzyl)-5-methyloct-7-ene-4-sulfonamide